bis(4-methoxybenzyl)-1H-pyrazole-3-sulfonamide COC1=CC=C(CC2=C(C(=NN2)S(=O)(=O)N)CC2=CC=C(C=C2)OC)C=C1